distearoyl-phosphorylcholine C(CCCCCCCCCCCCCCCCC)(=O)P(=O)(C(CCCCCCCCCCCCCCCCC)=O)OCC[N+](C)(C)C